C(C)(C)(C)OC(=O)NCC1=NOC(C1)(C(=O)OCC)COC1=CC=CC=C1 ethyl 3-(((tert-butoxycarbonyl)amino)methyl)-5-(phenoxymethyl)-4,5-dihydroisoxazole-5-carboxylate